2-(4-(3-(4-methoxyphenyl)propoxy)phenyl)ethan-1-ol bis(1,2,2,6,6-pentamethyl-4-piperidyl)n-butyl-3,5-di-tert-butyl-4-hydroxybenzylmalonate CN1C(CC(CC1(C)C)C(CCCC(C(=O)O)(C(=O)O)CC1=CC(=C(C(=C1)C(C)(C)C)O)C(C)(C)C)C1CC(N(C(C1)(C)C)C)(C)C)(C)C.COC1=CC=C(C=C1)CCCOC1=CC=C(C=C1)CCO